COC1=C(CNC2=NC=NC3=C(C=CC=C23)C(=O)N)C=CC(=C1)OC 4-((2,4-dimethoxybenzyl)amino)quinazoline-8-carboxamide